Cl.ClC=1C=C(C=CC1)S(=O)(=O)C\C(\CN)=C\F (E)-2-(((3-chlorophenyl)sulfonyl)methyl)-3-fluoroprop-2-en-1-amine hydrochloride